NCC(C[Si](OC)(OC)OC)C 3-amino-2-methylpropyltrimethoxysilane